FC(C1=NC(=NC=C1C1=NC(=NC(=C1)N1CCOCC1)N1[C@H](COCC1)C)N)F (S)-4'-(difluoromethyl)-2-(3-methylmorpholino)-6-morpholino-[4,5'-bipyrimidine]-2'-amine